Methyl (E)-3-(3-(6-cyclopropyl-2-(trifluoromethyl)pyrimidin-4-yl)-1H-1,2,4-triazol-1-yl)-2-(pyrimidin-5-yl)acrylate C1(CC1)C1=CC(=NC(=N1)C(F)(F)F)C1=NN(C=N1)/C=C(/C(=O)OC)\C=1C=NC=NC1